bis(pyridinium) diboron [B+3].[B+3].[NH+]1=CC=CC=C1.[NH+]1=CC=CC=C1